C(C1=CC=CC=C1)O[C@@H]1[C@@H](N(C[C@@H]([C@H]1OCC1=CC=CC=C1)OCC1=CC=CC=C1)CC1CCN(CC1)C1=CC=C(C=C1)F)COCC1=CC=CC=C1 (2S,3R,4R,5S)-3,4,5-tris(benzyloxy)-2-((benzyloxy)methyl)-1-((1-(4-fluorophenyl)piperidin-4-yl)methyl)piperidine